[Fe].[Al].[Ca].[Ca].[Ca].[Ca] tetracalcium aluminum iron